(9R)-9-Benzyloxy-15-nitro-9,17-bis(trifluoromethyl)spiro[2,11,12,18-tetrazabicyclo[12.3.1]octadeca-1(18),5,14,16-tetraene-3,1'-cyclohexane]-10,13-dione C(C1=CC=CC=C1)O[C@@]1(CCC=CCC2(CCCCC2)NC=2C(=CC(=C(C(NNC1=O)=O)N2)[N+](=O)[O-])C(F)(F)F)C(F)(F)F